1-(7-Ethoxy-4,6-difluoro-dibenzothiophen-3-yl)cyclopentanol C(C)OC1=C(C2=C(C3=C(S2)C(=C(C=C3)C3(CCCC3)O)F)C=C1)F